C(C1=CC=CC=C1)N(C1CC(N(CCC1)CC=1C(=NN(C1Cl)C)C1=NOC(=C1)C)=O)CCC(C)C 4-(benzyl(isopentyl)amino)-1-((5-chloro-1-methyl-3-(5-methylisoxazol-3-yl)-1H-pyrazol-4-yl)methyl)azepan-2-one